FC=1C=C2C(=NNC2=CC1OCCOC)C1=CC(=NO1)C1=CC=C(C=C1)C(=O)N1CC(CC1)N1CCOCC1 5-Fluoro-6-(2-methoxyethoxy)-3-(3-{4-[3-(morpholin-4-yl)pyrrolidin-1-carbonyl]phenyl}-1,2-oxazol-5-yl)-1H-indazol